C(#N)[Zn]C#N Dicyanozinc(II)